CN1N=C2C(=CC=C(C2=C1)C1CCNCC1)C(=O)N 2-methyl-4-(piperidin-4-yl)indazole-7-carboxamide